4-methoxy-alpha-[[(octylsulfonyl)oxy]imino]phenylacetonitrile COC1=CC=C(C=C1)C(C#N)=NOS(=O)(=O)CCCCCCCC